N1CCC(CC1)N1C(NCC1)=O 1-(piperidin-4-yl)imidazolidin-2-one